CN1C(C2=C(CCC1)C=CN2)=O 7-methyl-1H,4H,5H,6H,7H,8H-pyrrolo[2,3-c]azepin-8-one